[Cl-].[Cl-].C[Si](=[Ti+2](C1C(=CC2=CC=CC=C12)C1=CC=CC=C1)C1C(=CC2=CC=CC=C12)C1=CC=CC=C1)C dimethylsilylenebis(2-phenylindenyl)titanium dichloride